OC1=C(C=C2CCCN3C2=C1CCC3)C=O 8-hydroxy-1,2,3,5,6,7-hexahydropyrido[3,2,1-ij]quinoline-9-formaldehyde